3,4-dihydroxyl-N-methyltetrahydrofuran-2-carboxamide OC1C(OCC1O)C(=O)NC